NC=1C(=NC(=C(N1)C=1OC=CN1)C=1C=CC=2N(C1)C(=CN2)C)C(=O)N[C@@H](COC)C (R)-3-amino-N-(1-methoxypropan-2-yl)-6-(3-methylimidazo[1,2-a]pyridin-6-yl)-5-(oxazol-2-yl)pyrazine-2-carboxamide